4,2-dioxazolidin N1OCOC1